NC1=CC=C(CCN2C(OC(C2=O)C)C=2C(=NN(C2)C2=CC=C(C=C2)Br)C2=CSC=C2)C=C1 3-(4-Aminophenethyl)-2-(1-(4-bromophenyl)-3-(thiophen-3-yl)-1H-pyrazol-4-yl)-5-methyloxazolidin-4-one